N-((3R,5R)-1-Cyano-5-methylpyrrolidin-3-yl)-5-(2-cyclopropoxy-5-(trifluoromethyl)phenyl)-1,3,4-oxadiazole-2-carboxamide C(#N)N1C[C@@H](C[C@H]1C)NC(=O)C=1OC(=NN1)C1=C(C=CC(=C1)C(F)(F)F)OC1CC1